3,3,4,4,5,5,6,6-octafluoro-8-iodo-1-octene FC(C=C)(C(C(C(CCI)(F)F)(F)F)(F)F)F